ClC=1C=C2C(=CC1)N(C(C21CCN(CC1)CCOC1=CC=C(C=C1)C1(CCC1)S(=O)(=O)C)=O)C([2H])([2H])[2H] 5-chloro-1'-{2-[4-(1-methanesulfonylcyclobutyl)phenoxy]ethyl}-1-(2H3)methyl-1,2-dihydrospiro[indole-3,4'-piperidin]-2-one